(S)-1-(2-aminoethyl)-N-(2-((2-methylpyrrolidin-1-yl)methyl)-1H-benzo[d]imidazol-5-yl)-1H-indazole-5-carboxamide NCCN1N=CC2=CC(=CC=C12)C(=O)NC1=CC2=C(NC(=N2)CN2[C@H](CCC2)C)C=C1